C(C)(C)(C)OC(=O)N[C@@]1(CN(CC1)C1=C(C=NC=C1C(=O)O)C1=NC2=C(N1)C(=CC=C2C)F)C (S)-4-(3-((tert-Butoxycarbonyl)amino)-3-methylpyrrolidin-1-yl)-5-(7-fluoro-4-methyl-1H-benzo[d]imidazol-2-yl)nicotinic acid